C(C)NC(C(CC[C@@H](C(=O)NC=1C(N(C=CC1)CC(=O)N(C)C1C2CC3CC(CC1C3)C2)=O)NC(=O)C2=C(N=C3SC=CN32)C)=O)=O (S)-N1-ethyl-N6-(1-(2-(2-adamantyl(methyl)amino)-2-oxoethyl)-2-oxo-1,2-dihydropyridin-3-yl)-5-(6-methylimidazo[2,1-b]thiazole-5-carboxamido)-2-oxohexanediamide